5-methyl-7-{3-[(5-methyl-1H-pyrazol-3-yl)carbamoyl]azetidin-1-yl}-4-oxo-1-(1,2,4-thiadiazol-5-yl)-1,4-dihydro-1,8-naphthyridine-3-carboxylic acid CC1=C2C(C(=CN(C2=NC(=C1)N1CC(C1)C(NC1=NNC(=C1)C)=O)C1=NC=NS1)C(=O)O)=O